4-[4-(6-iodo-9-methylsulfonyloxy-1,5-dihydro-3H-2,4-benzodioxepin-3-yl)-2-thiazolyl]-1-[2-[3,5-bis(difluoromethyl)-1H-pyrazol-1-yl]acetyl]piperidine IC1=CC=C(C=2COC(OCC21)C=2N=C(SC2)C2CCN(CC2)C(CN2N=C(C=C2C(F)F)C(F)F)=O)OS(=O)(=O)C